C[Si](CCOCN1N=C(C=C1)CSC)(C)C trimethyl-[2-[[3-(methylsulfanylmethyl)pyrazol-1-yl]methoxy]ethyl]silane